[NH4+].[NH4+].C=C Ethylene Diammonium